C(#C)C1=CC=C(C=C1)C (4-ethynyl)phenyl-methane